2-fluoro-N-methyl-4-[7-[(quinoline-6-yl)methyl]imidazo[1,2-B]-[1,2,4]triazine-2-yl]benzamide FC1=C(C(=O)NC)C=CC(=C1)C=1C=NC=2N(N1)C(=CN2)CC=2C=C1C=CC=NC1=CC2